4-fluoroimidazole FC=1N=CNC1